CN1C=C(C=C1)C1=NC(=C2C=CC=NC2=C1)O[C@H](C)[C@@H]1CNCCO1 7-(1-methyl-1H-pyrrol-3-yl)-5-[(1R)-1-[(2S)-morpholin-2-yl]ethoxy]-1,6-naphthyridine